C(C)(C)(C)OC(=O)N[C@@H]1[C@H](C[C@H](CC1)C(=O)OC)O Methyl (1s,3S,4S)-4-((tert-butoxycarbonyl)amino)-3-hydroxycyclohexane-1-carboxylate